benzyl (8S,11S,15R)-22-fluoro-15-methoxy-13,18-dimethyl-12-oxo-7,10,13,17,19,26-hexazapentacyclo[15.6.1.12,6.18,11.020,24]hexacosa-1(23),2(26),3,5,18,20(24),21-heptaene-10-carboxylate FC1=CC=2N=C(N3C[C@H](CN(C([C@H]4N(C[C@@H](NC5=CC=CC(C(=C1)C23)=N5)C4)C(=O)OCC4=CC=CC=C4)=O)C)OC)C